3-(6-methyl-4-oxo-4,5-dihydro-3H-pyrimido[5,4-b]indol-3-yl)-N-(3-(trifluoromethyl)benzyl)propanamide CC1=CC=CC=2C3=C(NC12)C(N(C=N3)CCC(=O)NCC3=CC(=CC=C3)C(F)(F)F)=O